N-(3-chloro-5-(methylsulfonamido)phenyl)-1-methyl-5-(5-(3-(methylsulfonyl)azetidin-1-yl)pyridin-2-yl)-1H-pyrrole-3-carboxamide ClC=1C=C(C=C(C1)NS(=O)(=O)C)NC(=O)C1=CN(C(=C1)C1=NC=C(C=C1)N1CC(C1)S(=O)(=O)C)C